2'-(Amino)[1,1'-biphenyl] NC1=C(C=CC=C1)C1=CC=CC=C1